CN(C1(CCC2(CN(C(N2CC2(CCCCC2)O)=O)CC2=CC=C(C=C2)OC)CC1)C1=CC=CC=C1)C cis-8-dimethylamino-1-[(1-hydroxy-cyclohexyl)-methyl]-3-[(4-methoxyphenyl)-methyl]-8-phenyl-1,3-diazaspiro[4.5]decan-2-one